5-(2,4-difluorophenyl)-N-((1-(pyridin-2-ylmethyl)piperidin-4-yl)methyl)isoxazole-3-carboxamide FC1=C(C=CC(=C1)F)C1=CC(=NO1)C(=O)NCC1CCN(CC1)CC1=NC=CC=C1